ClC1=C(CC2C(NC3=C(S2)C=CC(=C3)C(=O)O)=O)C(=CC=C1)F (2-chloro-6-fluorobenzyl)-3-oxo-3,4-dihydro-2H-benzo[b][1,4]thiazine-6-carboxylic acid